C(CCCCCCCCCCCCCCC)(=O)OC1=CC2=CC=C(C(=C2C(=C1)C1=C(C=2N=C(N=C(C2C=N1)N1CCOCCC1)OC[C@]12CCCN2C[C@@H](C1)F)F)C#C)F 5-ethynyl-6-fluoro-4-(8-fluoro-2-(((2R,7aS)-2-fluorotetrahydro-1H-pyrrolizin-7a(5H)-yl)methoxy)-4-(1,4-oxazepan-4-yl)pyrido[4,3-d]pyrimidin-7-yl)naphthalen-2-yl palmitate